C(C)(=O)O[C@H]1COC2=C1C=C(C=C2S(=O)(=O)NC=2C(=C(C(=CC2)F)C=2C=C1C=NC(=NC1=C(C2)CC)NC2CCN(CC2)C(=O)OC(C)(C)C)F)Cl tert-butyl 4-[(6-{3-[(3R)-3-(acetyloxy)-5-chloro-2,3-dihydro-1-benzofuran-7-sulfonamido]-2,6-difluorophenyl}-8-ethylquinazolin-2-yl)amino]piperidine-1-carboxylate